[Al].O.[Al] Aluminum water aluminum